1-fluoromethanesulfonamide hydrochloride Cl.FCS(=O)(=O)N